N[C@H](CC1=C(C=2N=C(N=C(C2S1)NCC=1SC=CC1F)Cl)C)C 6-[(2S)-2-aminopropyl]-2-chloro-N-[(3-fluorothien-2-yl)methyl]-7-methylthieno[3,2-d]pyrimidin-4-amine